COC(=O)C1=CSC=2C1=NC(=CC2C2CC2)N2CCN(CC2)CC(=O)NC(C)C 7-cyclopropyl-5-(4-(2-(isopropylamino)-2-oxoethyl)piperazin-1-yl)thieno[3,2-b]pyridine-3-carboxylic acid methyl ester